5,10,15,20-tetrakis(2,3,4,5,6-pentafluorophenyl)porphyrin iron (II) [Fe+2].FC1=C(C(=C(C(=C1F)F)F)F)C=1C2=CC=C(N2)C(=C2C=CC(C(=C3C=CC(=C(C=4C=CC1N4)C4=C(C(=C(C(=C4F)F)F)F)F)N3)C3=C(C(=C(C(=C3F)F)F)F)F)=N2)C2=C(C(=C(C(=C2F)F)F)F)F